C[C@@H]1N(C[C@H](N(C1)C=1N=CC2=C(N1)C(=NC=N2)NC2=CC(=C(C=C2)OC2=CC1=C(N(N=N1)C)C=C2)C)C)C(C=C)=O 1-((2S,5R)-2,5-dimethyl-4-(8-((3-methyl-4-((1-methyl-1H-benzo[d][1,2,3]triazol-5-yl)oxy)phenyl)amino)pyrimido[5,4-d]pyrimidin-2-yl)piperazin-1-yl)prop-2-en-1-one